C1(=CC=CC=C1)C=1N=NC(=NN1)[2H] 3-phenyl-1,2,4,5-tetrazine-6-d1